[P].C1(C=CC(C=C1)=O)=O benzoquinone phosphorus